1-{2-hydroxy-4-[(4-methoxyphenyl)methoxy]phenyl}ethan-1-one OC1=C(C=CC(=C1)OCC1=CC=C(C=C1)OC)C(C)=O